BrC1=CC2=C(C(=N1)NC=1C(=C(C(=C(C(=O)NC3(CC3)C(F)F)C1)C)F)F)N(C=N2)C(C)C 5-[(6-bromo-3-isopropyl-imidazo[4,5-c]pyridin-4-yl)amino]-N-[1-(difluoromethyl)cyclopropyl]-3,4-difluoro-2-methyl-benzamide